C(=C)C1C(=O)NCCC1 vinyl-valerolactam